iron tris(nonane-2,4-dione) CC(CC(CCCCC)=O)=O.CC(CC(CCCCC)=O)=O.CC(CC(CCCCC)=O)=O.[Fe]